COC(=O)N[C@H](C(=O)OC)CCC(=O)[O-] methyl (2S)-2-(methoxycarbonylamino)pentanedioate